di-tert-butyl (2S)-2-({[(2S)-6-{[(2S)-2-amino-3-(quinolin-3-yl)propanoyl]amino}-1-tert-butoxy-1-oxohexan-2-yl]carbamoyl}amino)pentanedioate N[C@H](C(=O)NCCCC[C@@H](C(=O)OC(C)(C)C)NC(=O)N[C@H](C(=O)OC(C)(C)C)CCC(=O)OC(C)(C)C)CC=1C=NC2=CC=CC=C2C1